ClC1=CC=C(C=C1)CCC(CN1N=CN=C1)(O)C(C)(C)C α-[2-(4-chlorophenyl)-ethyl]-α-(1,1-dimethylethyl)-1H-1,2,4-triazole-1-ethanol